FC1=C(C=C(C=C1)OC=1C(=C2C=CNC2=C(C1F)F)F)C1=NC(=NN1C)[C@]1(CCOC2=C(C=CC=C12)CCC(=O)OCC)C ethyl 3-[(4S)-4-[5-[2-fluoro-5-[(4,6,7-trifluoro-1H-indol-5-yl)oxy]phenyl]-1-methyl-1,2,4-triazol-3-yl]-4-methyl-chroman-8-yl]propanoate